C(C)(C)N1N=CC(=C1C1=NN2C(N(CCC2)CC2=CC=C(C=C2)C=2N(C=C(N2)C(F)(F)F)C)=C1)C 2-(1-isopropyl-4-methyl-1H-pyrazol-5-yl)-4-(4-(1-methyl-(trifluoromethyl)-1H-imidazol-2-yl)benzyl)-4,5,6,7-tetrahydropyrazolo[1,5-a]pyrimidine